The molecule is a berberine alkaloid consisting of columbamine having four extra hydrogens at positions 5, 8, 13 and 13a and (S)-configuration. It is a berberine alkaloid and an organic heterotetracyclic compound. It derives from a columbamine. COC1=C(C2=C(C[C@H]3C4=CC(=C(C=C4CCN3C2)OC)O)C=C1)OC